bromo-2-(4-fluoro-2-methoxyphenyl)-1-(5-methyl-1H-indol-3-yl)ethanone BrC(C(=O)C1=CNC2=CC=C(C=C12)C)C1=C(C=C(C=C1)F)OC